[F].O1CC=CC2=CC=CC=C12 chromene fluorine